6-fluoro-4-(hydroxymethyl)-6-methyl-3-azabicyclo[3.1.0]hexan-2-one FC1(C2C(NC(C12)=O)CO)C